FC1=C(C=CC=2N=C(SC21)C)NN (7-fluoro-2-methyl-1,3-benzothiazol-6-yl)hydrazine